5-amino-2-[(5-fluoro-2-pyridyl)methyl]-8-[2-methyl-6-(trifluoromethyl)-4-pyridyl]-7-phenyl-[1,2,4]triazolo[4,3-c]pyrimidin-3-one NC1=NC(=C(C=2N1C(N(N2)CC2=NC=C(C=C2)F)=O)C2=CC(=NC(=C2)C(F)(F)F)C)C2=CC=CC=C2